O1C=CC2=NC(=CC=C21)C#CC2=C1C=C(N=CC1=C(N=C2)NC)NC(=O)C2CC2 N-(5-(furo[3,2-b]pyridin-5-ylethynyl)-8-(methylamino)-2,7-naphthyridin-3-yl)cyclopropanecarboxamide